N1C(=NC=C1)C1=CC=C(C(=N1)C([2H])([2H])[2H])N1CCN(CC1)CC1=CC(=NC=N1)NC(=O)NCC 1-(6-((4-(6-(1H-imidazol-2-yl)-2-(methyl-d3)pyridin-3-yl)piperazin-1-yl)methyl)pyrimidin-4-yl)-3-ethylurea